methyl (4S)-4-amino-5-[4-[4-[[3-[4-(difluoromethoxy)phenyl]imidazo[1,2-a]pyrazin-8-yl]amino]-2-methylbenzoyl]piperazin-1-yl]-5-oxopentanoate N[C@@H](CCC(=O)OC)C(=O)N1CCN(CC1)C(C1=C(C=C(C=C1)NC=1C=2N(C=CN1)C(=CN2)C2=CC=C(C=C2)OC(F)F)C)=O